5-(2,7-diazaspiro[3.5]nonan-7-yl)pyridin C1NCC12CCN(CC2)C=2C=CC=NC2